C(C)(C)(C)OC(CCCC(=O)[O-])=O Tert-butyl-glutarate